5-(2,4-Dimethoxybenzylidene)pyrimidine-2,4,6(1H,3H,5H)-trione COC1=C(C=C2C(NC(NC2=O)=O)=O)C=CC(=C1)OC